BrC=1C=CC(=NC1)CNC1CCC1 N-((5-bromopyridin-2-yl)methyl)cyclobutylamine